C(C)(C)(C)C1=C(C=CC=C1N(C1=NC=2N(C3=CC(=C(C=C13)F)F)C=NN2)C)C2=CC=CC=C2 N-((tert-butyl)-[1,1'-biphenyl]-3-yl)-7,8-difluoro-N-methyl-[1,2,4]triazolo[4,3-a]quinazolin-5-amine